C(CC)OC(CCC)=O PropylButyrate